C(C)(C)(C)OC(=O)N1CCC(CC1)C(C(=O)O)C1=CC=C(C=C1)F 2-(1-tert-Butoxycarbonyl-4-piperidinyl)-2-(4-fluorophenyl)acetic acid